6-amino-3-(difluoromethyl)benzo[d]oxazol-2(3H)-one NC1=CC2=C(N(C(O2)=O)C(F)F)C=C1